FC1(C(CN(CC1)C(=O)OCC1=CC=CC=C1)C=1N=NC(=CC1)OC)F benzyl 4,4-difluoro-3-(6-methoxypyridazin-3-yl)piperidine-1-carboxylate